C1(NC(C2CCCCC12)=O)=O hexahydro-1H-isoindol-1,3(2H)-dione